NC1=C(C(=O)N2CCC(CC2)N2C(NC3=NC=C(C=C32)C3CCCCC3)=O)C=CC(=C1)OC(F)(F)F 1-[1-[2-amino-4-(trifluoromethoxy)benzoyl]-4-piperidyl]-6-cyclohexyl-3H-imidazo[4,5-b]pyridin-2-one